FC1=CC=C(CNC2=CC=C(C=C2C2=CC=CC=C2)NC(C=C)=O)C=C1 N-(6-((4-fluorobenzyl)amino)-[1,1'-biphenyl]-3-yl)acrylamide